CN(C)CCOC1=CC=C(C=C1)C[C@@]12[C@](CC[C@H]1[C@@H]1CCC3=CC(CCC3=C1CC2)=O)(O)C#CC (4-dimethylaminoethoxyphenyl)-17α-propynyl-17β-hydroxy-4,9-estradien-3-one